trithionine S1SSC=CC=CC=C1